(difluoromalonic acid) borate B(O)(O)O.FC(C(=O)O)(C(=O)O)F